dicyclohexyl-ethyl-dipropoxysilane C1(CCCCC1)C(CC)(O[SiH](OCCC)CC)C1CCCCC1